4-amino-4-hydroxypropyl-1,7-heptanediol NC(CCCO)(CCCO)CCCO